FC1=C(N)C=CC(=C1)OC=1SC(=CN1)C=1C=NC(=CC1)C 2-fluoro-4-((5-(6-methylpyridin-3-yl)thiazol-2-yl)oxy)aniline